6-(2-((2-methylisoindolin-5-yl)amino)pyrido[3,4-d]pyrimidin-8-yl)-2-thia-6-azaspiro[3.3]heptane-2,2-dioxide CN1CC2=CC=C(C=C2C1)NC=1N=CC2=C(N1)C(=NC=C2)N2CC1(CS(C1)(=O)=O)C2